1-(4-ethoxy-4-oxobutan-2-yl)-1H-imidazol C(C)OC(CC(C)N1C=NC=C1)=O